4-(2-chloro-4'-(trifluoromethoxy)-[1,1'-biphenyl]-4-yl)-1H-1,2,3-triazole-5-carboxylic acid 2,2,2-trifluoroacetate FC(C(=O)O)(F)F.ClC1=C(C=CC(=C1)C=1N=NNC1C(=O)O)C1=CC=C(C=C1)OC(F)(F)F